[acetoxy(phenyl)-λ3-iodanyl]acetate C(C)(=O)OI(C1=CC=CC=C1)CC(=O)[O-]